6-chloro-3-(4-hydroxyphenyl)-2-methyl-quinazolin-4(3H)-one ClC=1C=C2C(N(C(=NC2=CC1)C)C1=CC=C(C=C1)O)=O